(3R,4R)-4-fluorotetrahydrofuran-3-ol F[C@H]1[C@@H](COC1)O